4-(1-(2-(2,6-Dioxopiperidin-3-yl)-1,3-dioxoisoindolin-4-yl)piperidin-4-yl)butanoic acid O=C1NC(CCC1N1C(C2=CC=CC(=C2C1=O)N1CCC(CC1)CCCC(=O)O)=O)=O